CN1CCC=2C=CN(C(C2C1)=O)CC(=O)O 2-(7-methyl-1-oxo-6,8-dihydro-5H-2,7-naphthyridin-2-yl)acetic acid